ClC1=CC(=CC(=N1)C1=CC(=NC=N1)C(=O)NC)[C@@H]1CNC[C@H](O1)CO trans-6-(6-chloro-4-(6-(hydroxymethyl)morpholin-2-yl)pyridin-2-yl)-N-methyl-pyrimidine-4-carboxamide